IC=1C=NN2C1N=CC(=C2)NCC2CN(CC2)C(=O)OC(C)(C)C tert-butyl 3-{[(3-iodopyrazolo[1,5-a]pyrimidin-6-yl)amino]methyl}pyrrolidine-1-carboxylate